butyl-dicarbonate C(CCC)OC(=O)OC(=O)[O-]